CC=1C(=C(SC1)NC(CN1C(CCC2=CC=CC=C12)=O)=O)C1=NC=NN1 N-(4-Methyl-3-(1H-1,2,4-triazol-5-yl)thiophen-2-yl)-2-(2-oxo-3,4-dihydroquinolin-1(2H)-yl)acetamide